BrC=1C(=NC=NC1)NC1=C(C=C(C=C1)N1N=CC(=C1)OC)P(=O)(C)C 5-bromo-4-((2-(dimethylphosphoryl)-4-(4-methoxy-1H-pyrazol-1-yl)phenyl)amino)pyrimidine